(S)-2-methyl-N-[(1R)-1-[3-[2-(trifluoromethyl)-4-pyridyl]-1,2,4-thiadiazol-5-yl]ethyl]propane-2-sulfinamide CC(C)(C)[S@](=O)N[C@H](C)C1=NC(=NS1)C1=CC(=NC=C1)C(F)(F)F